N'-(6-Bromo-2-pyrazinyl)-N,N-dimethylsulfamide BrC1=CN=CC(=N1)NS(=O)(=O)N(C)C